C(#N)C1=C(C=CC=C1)O 2-cyanophenol